6-(4-chlorophenyl)-3-(1-hydroxy-3-methylbutan-2-yl)-8-(pyridin-3-yl)pyrido[3,4-d]pyrimidin-4(3H)-one ClC1=CC=C(C=C1)C1=CC2=C(N=CN(C2=O)C(CO)C(C)C)C(=N1)C=1C=NC=CC1